C(C)(C)(C)C=1C=C(C=C(C1)N1N=C(C=C1C)C)[C@H](CC(=O)OC)CN1CC2(C1)CCNCC2 methyl (S)-3-(3-(tert-butyl)-5-(3,5-dimethyl-1H-pyrazol-1-yl)phenyl)-4-(2,7-diazaspiro[3.5]nonan-2-yl)butanoate